CSC=1N=CC2=C(N1)N(C(C(=C2)C2=C(C=CC=C2)C)=O)C2=CC=CC=C2 2-(methylthio)-8-phenyl-6-(o-tolyl)pyrido[2,3-d]pyrimidin-7(8H)-one